1-(3-(propylsulfonyl)benzoyl)-2-piperidinecarboxamide C(CC)S(=O)(=O)C=1C=C(C(=O)N2C(CCCC2)C(=O)N)C=CC1